(2S,4R)-4-(benzyloxy)-N-(4-(4-methylthiazol-5-yl)benzyl)pyrrolidine-2-carboxamide C(C1=CC=CC=C1)O[C@@H]1C[C@H](NC1)C(=O)NCC1=CC=C(C=C1)C1=C(N=CS1)C